BrC1=C2C(C(=O)OC2=O)=C(C(=C1Cl)Cl)Br 3,6-dibromo-4,5-dichlorophthalic anhydride